(benzyloxy)-5,7-dichloro-8-fluoro-2-(methylthio)pyrido[4,3-d]pyrimidine C(C1=CC=CC=C1)OC=1C2=C(N=C(N1)SC)C(=C(N=C2Cl)Cl)F